C(C)C=1C=C(C=NC1C)NC(C(=O)OCC1=CC=CC=C1)=O Benzyl 2-((5-ethyl-6-methylpyridin-3-yl)amino)-2-oxoacetate